O.C(O)(O)=O.O.O.C(O)(O)=O carbonate sesquihydrate